(1R,3s,5S)-8-(5-(5-chloro-2-methoxypyridin-4-yl)-1H-pyrazole-3-carbonyl)-N-((1s,4S)-4-methoxy-4-(trifluoromethyl)cyclohexyl)-8-azabicyclo[3.2.1]octane-3-carboxamide ClC=1C(=CC(=NC1)OC)C1=CC(=NN1)C(=O)N1[C@H]2CC(C[C@@H]1CC2)C(=O)NC2CCC(CC2)(C(F)(F)F)OC